Cl.Cl.C([C@@H](C(=O)OC(C)(C)C)N)SSC[C@@H](C(=O)OC(C)(C)C)N di-tert-butyl L-cystinate dihydrochloride